C(CCCC)OC(C=C)=O n-Amylacrylat